C(C=C)SCC(=O)C1=CC(=C(C=C1)Cl)Cl 2-(allylsulfanyl)-1-(3,4-dichlorophenyl)-1-ethanone